7,8-dichloronaphthalen-1-ol ClC1=CC=C2C=CC=C(C2=C1Cl)O